2,3-dihydro-2,5-dihydroxy-6-methyl-4H-pyran-4-one OC1OC(=C(C(C1)=O)O)C